(S)-2-aminobutyrylamide N[C@H](C(=O)[NH-])CC